BrC1=C(C=C2C(=CC(=NC2=C1)Cl)Cl)Cl 7-bromo-2,4,6-trichloroquinoline